methyl (R)-4-aminopentanoate N[C@@H](CCC(=O)OC)C